3-(5-((2,4-dimethoxybenzyl)amino)-9-fluoro-7-methoxy-[1,2,4]triazolo[1,5-c]quinazolin-2-yl)cyclobutan-1-one COC1=C(CNC2=NC=3C(=CC(=CC3C=3N2N=C(N3)C3CC(C3)=O)F)OC)C=CC(=C1)OC